1-methyl-6-[4-[2-(tetrahydrofuran-3-ylamino)ethoxy]phenoxy]indazole-5-carboxamide CN1N=CC2=CC(=C(C=C12)OC1=CC=C(C=C1)OCCNC1COCC1)C(=O)N